COC1=C(C(=CC=C1)OC)S(=O)(=O)NC1=NOC2=C1C(=CC(=C2)CN2N=CC=C2)OC 2,6-dimethoxy-N-[4-methoxy-6-(1H-pyrazol-1-ylmethyl)-1,2-benzooxazol-3-yl]benzenesulfonamide